C(C)OC(=C)C=1C=NN(C1)S(=O)(=O)N(C)C 4-(1-ethoxyvinyl)-N,N-dimethyl-1H-pyrazole-1-sulfonamide